COC1=NC=C(C(=N1)OC)C=1C=C(C(NN1)=O)[C@@H]1[C@H](C1)C(C)C 6-(2,4-dimethoxypyrimidine-5-yl)-4-((1S,2R)-2-isopropylcyclopropyl)pyridazin-3(2H)-one